C(C)(C)(C)OC(=O)N1CC(CC1)N1C(=NC=2C1=C1C(=NC2)N(C=C1)S(=O)(=O)C1=CC=CC=C1)[C@@H](C)O 3-(2-((R)-1-hydroxyethyl)-6-(benzenesulfonyl)imidazo[4,5-d]Pyrrolo[2,3-b]Pyridin-1(6H)-yl)pyrrolidine-1-carboxylic acid tert-butyl ester